NC1=NC=2C=NC(=CC2C2=C1COC2)C(=O)N2[C@H](COC[C@H]2C)C2=CC(=C(C=C2)OC(F)F)F (4-amino-1,3-dihydrofuro[3,4-c][1,7]naphthyridin-8-yl)((3S,5R)-3-(4-(difluoromethoxy)-3-fluorophenyl)-5-methyl-4-morpholinyl)methanone